7-nitro-5-phenyl-1H-1,4-benzodiazepin-2(3H)-one [N+](=O)([O-])C=1C=CC2=C(C(=NCC(N2)=O)C2=CC=CC=C2)C1